dinitro-3-nitroaminofurazan [N+](=O)([O-])C1(C(=NON1)N[N+](=O)[O-])[N+](=O)[O-]